6-((3-(2,2,2-trifluoroethoxy)pyridin-2-yl)oxy)imidazo[1,2-a]pyridine-3-carboxylic acid FC(COC=1C(=NC=CC1)OC=1C=CC=2N(C1)C(=CN2)C(=O)O)(F)F